[N+](=O)([O-])C1=CC=C(C2=CC=CC=C12)C=O 4-nitro-1-naphthaldehyde